The molecule is a (2R)-2-hydroxy monocarboxylic acid that is (R)-lactic acid substituted at position 3 by a 3,4-dihydroxyphenyl group. It is a (2R)-2-hydroxy monocarboxylic acid and a 3-(3,4-dihydroxyphenyl)lactic acid. It is a conjugate acid of a (2R)-3-(3,4-dihydroxyphenyl)lactate. C1=CC(=C(C=C1C[C@H](C(=O)O)O)O)O